C(C)(=O)C=1C(=NC(=CC1)N1C=NC2=C1C=CC(=C2)NC=2N=NC(=CC2)C)C=2OC=CC2C#N 2-[3-acetyl-6-[5-[(6-methylpyridazin-3-yl)amino]benzimidazol-1-yl]-2-pyridyl]furan-3-carbonitrile